(3-(1,3-dimethyl-2,6-dioxo-1,2,3,6-tetrahydro-7H-purin-7-yl)propoxy)-3-methoxybenzoic acid CN1C(N(C=2N=CN(C2C1=O)CCCOC1=C(C(=O)O)C=CC=C1OC)C)=O